Tert-butyl N-(2-bromo-3,4-difluorophenyl)carbamate BrC1=C(C=CC(=C1F)F)NC(OC(C)(C)C)=O